COC[C@@H]1COC[C@H](O1)COC1=CC=C(C=C1)C=1C=C(C(NC1C(F)(F)F)=O)C(=O)N 5-(4-(((2s,6r)-6-(methoxymethyl)-1,4-dioxan-2-yl)methoxy)phenyl)-2-oxo-6-(trifluoromethyl)-1,2-dihydropyridine-3-carboxamide